C(CCCCCC)[C@@H]1CCCCO1 |r| (+-)-6-heptyltetrahydro-2H-pyran